(2S,4R)-1-((S)-2-acetamido-3,3-dimethylbutanoyl)-N-(2-(2-chloroethoxy)-4-(4-methylthiazol-5-yl)benzyl)-4-hydroxypyrrolidine-2-carboxamide C(C)(=O)N[C@H](C(=O)N1[C@@H](C[C@H](C1)O)C(=O)NCC1=C(C=C(C=C1)C1=C(N=CS1)C)OCCCl)C(C)(C)C